6-Fluoro-(1-(3-(4-(thiophene-2-carbonyl)piperazine-1-carbonyl)benzyl)quinazoline) FC=1C=C2C=NCN(C2=CC1)CC1=CC(=CC=C1)C(=O)N1CCN(CC1)C(=O)C=1SC=CC1